3,3',5,5'-tetra-tert-butyl-6,6'-dimethyl-1,1'-biphenyl-2,2'-diol C(C)(C)(C)C1=C(C(=C(C(=C1)C(C)(C)C)C)C=1C(=C(C=C(C1C)C(C)(C)C)C(C)(C)C)O)O